(S)-2-amino-3-(4-(5-(4-benzamidophenyl)-1,2,4-oxadiazol-3-yl)phenyl)propanoic acid hydrochloride Cl.N[C@H](C(=O)O)CC1=CC=C(C=C1)C1=NOC(=N1)C1=CC=C(C=C1)NC(C1=CC=CC=C1)=O